FC=1C=C(C=C(C1)C1=CC(=CC=C1)OC)[C@H](CC(=O)O)NC(=O)NC=1C(N(C(=CC1O)C)C)=O (S)-3-(5-fluoro-3'-methoxybiphenyl-3-yl)-3-(3-(4-hydroxy-1,6-dimethyl-2-oxo-1,2-dihydropyridin-3-yl)ureido)propionic acid